C(C)(C)(C)NC(N[C@H](C(=O)N1[C@@H]([C@H]2C([C@H]2C1)(C)C)C(=O)N[C@H](C(=O)OC)C[C@H]1C(NCC1)=O)C(C)(C)C)=O (S)-Methyl 2-((1R,2S,5S)-3-((S)-2-(3-(tert-butyl)ureido)-3,3-dimethylbutanoyl)-6,6-dimethyl-3-azabicyclo[3.1.0]hexane-2-carboxamido)-3-((S)-2-oxopyrrolidin-3-yl)propanoate